3,4,5-trifluorophenyl (trans-3-(((S)-4,7,8-trimethyl-6-oxo-5,6,7,8-tetrahydropteridin-2-yl)amino)cyclobutyl)carbamate CC1=NC(=NC=2N([C@H](C(NC12)=O)C)C)N[C@@H]1C[C@H](C1)NC(OC1=CC(=C(C(=C1)F)F)F)=O